BrC1=CC=C(C=C1)/C=C/C(=O)OC1=C(C=C(C=C1)C1SCCCS1)OC (E)-4-(1,3-dithian-2-yl)-2-methoxyphenyl 3-(4-bromophenyl)acrylate